(6R,6aS,11aR)-14-(cyclopropylmethyl)-2-methoxy-8-methyl-5,6,10,11-tetrahydro-6,11a-(epiminoethano)naphtho[2,1-f]indazol-6a(7H)-ol C1(CC1)CN1CC[C@@]23[C@@](CC=4C(=NNC4C2)C)([C@H]1CC=1C=CC(=CC13)OC)O